2-(6-{5-chloro-2-[(1-methyl-1H-imidazol-2-yl)amino]pyrimidin-4-yl}-1-oxo-2,3-dihydro-1H-isoindol-2-yl)-N-[(1S)-2-hydroxy-1-(3-methylphenyl)ethyl]acetamide ClC=1C(=NC(=NC1)NC=1N(C=CN1)C)C1=CC=C2CN(C(C2=C1)=O)CC(=O)N[C@H](CO)C1=CC(=CC=C1)C